Mono-2-ethyl-2-ethylhexyl phosphate neodymium salt [Nd+3].P(=O)(OCC(CCCC)(CC)CC)([O-])[O-].C(C)C(COP(=O)([O-])[O-])(CCCC)CC.C(C)C(COP(=O)([O-])[O-])(CCCC)CC.[Nd+3]